C(C)(C)(C)C1=CC=C(C(=C1)C1=CC=CC=C1)N 5-(tert-butyl)-(1,1'-biphenyl)-2-amine